[Al].[Co].O[Ni] hydroxyl-nickel cobalt aluminum